ethyl 4-(5-methyl-1H-pyrazol-1-yl)piperidine-4-carboxylate CC1=CC=NN1C1(CCNCC1)C(=O)OCC